2-{(1RS)-1-[(1SR)-3,3-dimethylcyclohexyl]ethoxy}-2-oxoethyl propionate C(CC)(=O)OCC(=O)O[C@H](C)[C@@H]1CC(CCC1)(C)C |r|